7-amino-3-(2-fluoro-6-methyl-phenyl)-1-[(3R)-1-methyl-3-piperidyl]-4H-pyrido[4,3-d]pyrimidin-2-one NC1=CC=2N(C(N(CC2C=N1)C1=C(C=CC=C1C)F)=O)[C@H]1CN(CCC1)C